CN1C(CCC1)=O N-methylpyrrolidin-2-on